O=C1N(CC2=CC(=CC=C12)N1CCC(CC1)CN1CCN(CC1)C1=CC(=CC=C1)S(=O)(=O)N1CCC(CC1)NC1=NC=C(C=N1)C(F)(F)F)C1C(NC(CC1)=O)=O 3-(1-oxo-5-(4-((4-(3-((4-((5-(trifluoromethyl)pyrimidin-2-yl)amino)piperidin-1-yl)sulfonyl)phenyl)piperazin-1-yl)methyl)piperidin-1-yl)isoindolin-2-yl)piperidine-2,6-dione